C(C)(C)(C)OC(=O)N1C(CC(C1=O)(C([2H])([2H])[2H])C([2H])([2H])[2H])C(=O)OC(C)(C)C.C(#N)C1=CC=C(C=C1)N(N)C(=O)N (4-cyanophenyl)hydrazinecarboxamide di-tert-butyl-4,4-bis(methyl-d3)-5-oxopyrrolidine-1,2-dicarboxylate